C1(=CC=CC=C1)[B-](C1=CC=CC=C1)(C1=CC=CC=C1)C1=CC=CC=C1.C[NH+](C1=CC=CC=C1)C N,N-dimethylanilinium tetrakis(phenyl)borate